1-(4-(4-(4-(6-amino-4-(trifluoromethyl)pyridin-3-yl)-6-morpholino-1,3,5-triazin-2-yl)piperazine-1-carbonyl)piperidin-1-yl)-6-methylhept-5-ene-1,4-dione NC1=CC(=C(C=N1)C1=NC(=NC(=N1)N1CCOCC1)N1CCN(CC1)C(=O)C1CCN(CC1)C(CCC(C=C(C)C)=O)=O)C(F)(F)F